2,3-dihydro-2,3,3-trimethyl-1H-inden-1-one CC1C(C2=CC=CC=C2C1(C)C)=O